CO[C@@H]1[C@@H](COC1)N1C(=CC2=C1N=C(N=C2)SC)C(=O)O 7-((3r,4r)-4-methoxytetrahydrofuran-3-yl)-2-(methylsulfanyl)-7H-pyrrolo[2,3-d]pyrimidine-6-carboxylic acid